(R)-1-(5-(6-chloro-7-fluoro-3-(1H-imidazol-1-yl)-5-methoxy-1-methyl-1H-indol-2-yl)-1H-1,2,4-triazol-3-yl)-N-methylethan-1-amine ClC1=C(C=C2C(=C(N(C2=C1F)C)C1=NC(=NN1)[C@@H](C)NC)N1C=NC=C1)OC